4-((2,4-dioxo-3-(2-(trifluoromethyl)phenethyl)-3,4-dihydroquinazolin-1(2H)-yl)methyl)-N-hydroxybenzoamide O=C1N(C2=CC=CC=C2C(N1CCC1=C(C=CC=C1)C(F)(F)F)=O)CC1=CC=C(C(=O)NO)C=C1